N([C@@](C(C1=C(NC2=C(C(=CC=C12)[2H])[2H])[2H])([2H])[2H])(C(=O)O)[2H])([2H])[2H] L-tryptophan-d8